[7-oxo-3-(tetrazol-2-yl)-1,6-diazabicyclo[3.2.1]oct-3-en-6-yl]-sulfat O=C1N(C2C=C(CN1C2)N2N=CN=N2)OS(=O)(=O)[O-]